2-methyl-4-((7-phenylbenzo[d]isothiazol-3-yl)amino)benzaldehyde CC1=C(C=O)C=CC(=C1)NC1=NSC2=C1C=CC=C2C2=CC=CC=C2